FC1=C(CNC(=O)[C@@H]2CC[C@H](CC2)OCC2=CC(=CC=C2)C(F)(F)F)C=CC(=C1C=1NC(C=C(N1)C)=O)C(F)(F)F trans-N-[2-fluoro-3-(4-methyl-6-oxo-1,6-dihydropyrimidin-2-yl)-4-(trifluoromethyl)benzyl]-4-{[3-(trifluoromethyl)benzyl]oxy}cyclohexane-1-carboxamide